tosyl-1H-pyrrolo[2,3-b]pyridine S(=O)(=O)(C1=CC=C(C)C=C1)N1C=CC=2C1=NC=CC2